FC(CNC1=C(C#N)C=C(C=C1)C=1OC(=NN1)C=1C=C2C=NNC2=CC1)F 2-[(2,2-difluoroethyl)amino]-5-[5-(1H-indazol-5-yl)-1,3,4-oxadiazol-2-yl]benzonitrile